2-{[(chloromethoxy)carbonyl]oxy}cyclopentyl (2E)-but-2-enedioate C(\C=C\C(=O)[O-])(=O)OC1C(CCC1)OC(=O)OCCl